7-bromo-N-ethyl-5-methyl-4-oxo-4,5-dihydrothieno[3,2-c]pyridine-2-carboxamide BrC=1C2=C(C(N(C1)C)=O)C=C(S2)C(=O)NCC